C=1N=CN2C1C1=CC=CC=C1[C@H]2[C@@H]2COC1=CC(=CC=C1[C@@H]2O)S(=O)(=O)C (3R,4R)-3-((R)-5H-Imidazo[5,1-a]isoindol-5-yl)-7-(methylsulfonyl)chroman-4-ol